2-amino-3-((s)-2-carbonylpyrrolidin-3-yl)propionitrile NC(C#N)C[C@H]1C(NCC1)=C=O